5'-Methyl-2'-(5-methyl-2-((5-(1-methylpiperidin-4-yl)pyridin-2-yl)amino)pyrimidin-4-yl)spiro[cyclopropane-1,6'-thieno[2,3-c]pyrrol]-4'(5'H)-one CN1C2(C3=C(C1=O)C=C(S3)C3=NC(=NC=C3C)NC3=NC=C(C=C3)C3CCN(CC3)C)CC2